FC1=CC(=C(C=C1)[C@@H]1[C@@H](O[C@]([C@@H]1C)(C(F)(F)F)C)C(=O)NC1=CC(=NC=C1)C(=O)N)O (2R,3R,4R,5R)-4-[[3-(4-Fluoro-2-hydroxy-phenyl)-4,5-dimethyl-5-(trifluoromethyl)tetrahydrofuran-2-carbonyl]amino]pyridin-2-carboxamid